magnesium (4-methoxyphenyl) bromide COC1=CC=C(C=C1)Br.[Mg]